O1CC(C1)N1CC2=C(CC1)N=C(S2)C(=O)NC2=CC(=CC=C2)CNC2=NC=C(C1=C2CCO1)C1=CC=NC=C1 5-(oxetan-3-yl)-N-(3-(((7-(pyridin-4-yl)-2,3-dihydrofuro[3,2-c]pyridin-4-yl)amino)methyl)phenyl)-4,5,6,7-tetrahydrothiazolo[5,4-c]pyridine-2-carboxamide